4-(((S)-3-(4-(2,4-dioxotetrahydropyrimidin-1(2H)-yl)-1H-indol-1-yl)piperidin-1-yl)methyl)piperidin O=C1N(CCC(N1)=O)C1=C2C=CN(C2=CC=C1)[C@@H]1CN(CCC1)CC1CCNCC1